[Br-].C(C)OC[P+](C1=CC=CC=C1)(C1=CC=CC=C1)C1=CC=CC=C1 (ethoxymethyl)triphenyl-phosphonium bromide